BrC1=CC=CC(=N1)NC(=O)C=1SC=C(C1)C1=CC=CC=C1 N-(6-bromopyridin-2-yl)-4-phenylthiophene-2-carboxamide